C1=CC(=C2C(=C1)OC(=CC2=O)C3=CC=C(C=C3)O)O 4,5-dihydroxyflavone